CN([Si]([Si](C)(C)C)([Si](C)(C)C)[Si](C)(C)C)CCCC N-methyl-N-tris(trimethylsilyl)silylbutylamine